C(C(=C)C)(=O)OCCCC 4-methacryloyloxy-butane